(S)-2-(2-methoxy-4-pyrimidinylamino)-5,5-dimethylhexanoic acid COC1=NC=CC(=N1)N[C@H](C(=O)O)CCC(C)(C)C